5-bromo-6-methyl-nicotinic acid methyl ester COC(C1=CN=C(C(=C1)Br)C)=O